C1(=CC(=CC=C1)C#CC1=C(N)C=CC=C1)C 2-(m-tolylethynyl)aniline